CC(C(=O)O)CNC1=CC=C2C(=CC(OC2=C1)=O)C1=C(C=CC=C1)C 2-methyl-3-((2-oxo-4-(o-tolyl)-2H-chromen-7-yl)amino)propanoic acid